N-(4-((5-Chloro-4-(2,3-difluorophenoxy)-2-(2-hydroxypropan-2-yl)phenyl)amino)-7-methoxyquinazolin-6-yl)-3-(1-Methylpyrrolidin-2-yl)acrylamide ClC=1C(=CC(=C(C1)NC1=NC=NC2=CC(=C(C=C12)NC(C=CC1N(CCC1)C)=O)OC)C(C)(C)O)OC1=C(C(=CC=C1)F)F